FC(OC=1C=C2COC(C2=CC1)=O)(F)F 5-(trifluoromethoxy)isobenzofuran-1(3H)-one